COC(C=1N=NN(C1)CCCNC(OC(C)(C)C)=O)OC tert-butyl (3-(4-(dimethoxymethyl)-1H-1,2,3-triazol-1-yl)propyl)carbamate